NC1=CC=C(C=N1)N1CCC(CC1)CN1CCC2(CN(C2)C2=NC=NC=C2OC2=C(C(=O)N(C(C)C)CC)C=C(C=C2)F)CC1 2-((4-(7-((1-(6-aminopyridin-3-yl)piperidin-4-yl)methyl)-2,7-diazaspiro[3.5]nonane-2-yl)pyrimidin-5-yl)oxy)-N-ethyl-5-fluoro-N-isopropylbenzamide